isobutyric acid 3-(2-(ethyl (isopropyl) amino) ethyl)-1H-indol-6-yl ester C(C)N(CCC1=CNC2=CC(=CC=C12)OC(C(C)C)=O)C(C)C